BrC1=CC=C2C(C(=O)OC(N2C)=O)=C1 5-bromo-N-methylisatoic anhydride